bis[2-hydroxy-3-(4-hydroxy-2,3,5-trimethylbenzyl)-5-methylphenyl]methane tert-butyl-(s)-(1-(2-chloro-6-methylpyrimidin-4-yl)pyrrolidin-3-yl)carbamate C(C)(C)(C)N(C(O)=O)[C@@H]1CN(CC1)C1=NC(=NC(=C1)C)Cl.OC1=C(C=C(C=C1CC1=C(C(=C(C(=C1)C)O)C)C)C)CC1=C(C(=CC(=C1)C)CC1=C(C(=C(C(=C1)C)O)C)C)O